C(C1=CC=CC=C1)OC(=O)N1CCC(CC1)N[C@@H](C(C)C)C(=O)OC([C@@H](N)CCCNC(N)=O)=O 1-[(benzyloxy)carbonyl]piperidin-4-yl-L-valyl-N5-carbamoyl-L-ornithinat